C(CC#C)(=O)N but-3-ynoic acid amide